7-Chloro-1,4,4,9-tetramethyl-8-(3-methyl-1H-indazol-7-yl)-5H-[1,2,4]triazolo[4,3-a]quinoxaline ClC=1C=C2NC(C=3N(C2=C(C1C=1C=CC=C2C(=NNC12)C)C)C(=NN3)C)(C)C